BrC1=CC=C2C(=CC(=NC2=C1)N)NCCC=1N=NC=CC1 7-bromo-N4-(2-(pyridazin-3-yl)ethyl)quinoline-2,4-diamine